5,9-dimethyldecan-2-one CC(CCC(C)=O)CCCC(C)C